C(C=C)C(CCN)N (prop-2-en-1-yl)-1,3-propanediamine